2-methylpyrrolo[2,3-b]pyridin CC1=CC=2C(=NC=CC2)N1